tert-butyl (4S)-4-[(2-amino-2-methyl-propanoyl)amino]-5-oxo-5-[[2-oxo-2-[(3,4,5-trioctadecoxyphenyl)methoxy]ethyl]amino]pentanoate NC(C(=O)N[C@@H](CCC(=O)OC(C)(C)C)C(NCC(OCC1=CC(=C(C(=C1)OCCCCCCCCCCCCCCCCCC)OCCCCCCCCCCCCCCCCCC)OCCCCCCCCCCCCCCCCCC)=O)=O)(C)C